4-chloro-2-iodothieno[3,2-c]pyridine ClC1=NC=CC2=C1C=C(S2)I